C(C)(C)OC(NC1=CC(=C(C=C1)C1=CN=C(S1)C1CCC(CC1)NC(=O)OC(C)C)S(NC(C)(C)C)(=O)=O)=O N-[3-(tert-butylsulfamoyl)-4-[2-[4-(isopropoxycarbonylamino)cyclohexyl]thiazol-5-yl]phenyl]carbamic acid isopropyl ester